C(C)(C)C(C(C(=O)OCC(CO)(CO)CO)(C(C)C)C(C)C)(CCCCCCCCCCCCCCC)C(C)C pentaerythritol tetraisopropyl-stearate